8-(1,1':4',1''-terphenyl-3-yl)-4-[8-[3-(9-phenyl-9H-carbazol-3-yl)phenyl]-1-dibenzofuranyl]-[1]benzofuro[3,2-d]pyrimidine C1(=CC(=CC=C1)C=1C=CC2=C(C1)C=1N=CN=C(C1O2)C2=CC=CC=1OC3=C(C12)C=C(C=C3)C3=CC(=CC=C3)C=3C=CC=1N(C2=CC=CC=C2C1C3)C3=CC=CC=C3)C3=CC=C(C=C3)C3=CC=CC=C3